COC1=CC(=NC=C1)NC1=NC=C(C(=N1)NC=1C=CC2=C(NC(O2)=O)C1)C N2-(4-methoxypyridin-2-yl)-5-methyl-N4-(2-oxo-2,3-dihydro-1,3-benzoxazol-5-yl)-2,4-pyrimidinediamine